C(C)(C)(C)[Si](OCCOC1=CC=C(CNC(OC(C)(C)C)=O)C=C1)(C)C tert-butyl (4-(2-((tertbutyldimethylsilyl)oxy)ethoxy)benzyl)carbamate